4-(3-(benzyloxy)phenyl)-5,5-difluoro-2-(anilino)pent-4-enoic acid ethyl ester C(C)OC(C(CC(=C(F)F)C1=CC(=CC=C1)OCC1=CC=CC=C1)NC1=CC=CC=C1)=O